CN1C2=C(C3=C1C(NN=C3)=O)SC(=N2)SC 4-methyl-2-(methylthio)-4,6-dihydro-5H-thiazolo[5',4':4,5]Pyrrolo[2,3-d]Pyridazin-5-one